8-(4-fluoro-2,3-dimethylphenyl)-9-(4-((1-(3-fluoropropyl)azetidin-3-yl)methyl)phenyl)-7-methyl-6,7-dihydro-5H-benzo[7]annulene-3-carboxylic acid FC1=C(C(=C(C=C1)C=1C(CCC2=C(C1C1=CC=C(C=C1)CC1CN(C1)CCCF)C=CC(=C2)C(=O)O)C)C)C